CC1=CC=C(C2=C(C3=CC=CC=C3C(=C12)C#CC1=CC=CC=C1)C#CC1=CC=CC=C1)C 1,4-dimethyl-9,10-bis(phenylethynyl)anthracene